(2S)-2-[(4-methylpiperazine-1-carbonyl)amino]-4-[2-phenoxyethyl-[4-(5,6,7,8-tetrahydro-1,8-naphthyridin-2-yl)butyl]amino]butanoic acid CN1CCN(CC1)C(=O)N[C@H](C(=O)O)CCN(CCCCC1=NC=2NCCCC2C=C1)CCOC1=CC=CC=C1